C(C=C)(=O)OCCCCCNC(C)=O 5-acetamidopentyl acrylate